COC(=O)C1=NN(N=C1)C=1C=C2C(=CN(C2=CC1)CC1CC1)C#N 2-(3-cyano-1-cyclopropylmethyl-1H-Indol-5-yl)-2H-1,2,3-triazole-4-carboxylic acid methyl ester